CC=1C(N(C=CC1)C1=CC=NC=C1)=O Methyl-[1,4'-bipyridine]-2-one